[E]-Azulene-7-ol C1=CC=C2\C=C\C=C(C=C12)O